ICC(=O)NC1=C(C=C(C=C1)C(F)(F)F)Cl 2-iodo-N-(2-chloro-4-(trifluoromethyl)phenyl)acetamide